NC1=NC=2C=C(C=CC2C=2C1=NN(C2)CCN2C(C1=CC=CC=C1C2)=O)C2=NNC=C2 {2-[4-amino-7-(1H-pyrazol-3-yl)-2H-pyrazolo[3,4-c]quinolin-2-yl]ethyl}-2,3-dihydro-1H-isoindol-1-one